ClC=1N=CC=2N(C1)N=CC2 6-chloropyrazolo[1,5-a]pyrazine